FC1=CC=C(C=C1)C=1C=CC(N(N1)CC1=CC=C(C=C1)OC)=O 6-(4-fluorophenyl)-2-(4-methoxybenzyl)pyridazin-3(2H)-one